N[C@H](C(=O)NC1=C(C=C(C=C1)[C@@H](C(=O)N(CC(F)(F)F)C)C)F)C(C1CC1)C1CC1 (S)-2-amino-3,3-dicyclopropyl-N-(2-fluoro-4-((S)-1-(methyl(2,2,2-trifluoroethyl)amino)-1-oxopropan-2-yl)phenyl)propanamide